tert-butyl (s)-4-((s)-10-chloro-l-1-(4-fluorophenyl)-3-methoxy-6-oxo-3,4-dihydro-2H,6H-[1,4]thiazepino[2,3,4-ij]quinazolin-8-yl)-3-methylpiperazine-1-carboxylate ClC=1C=C2C(=NC(N3C2=C(C1)S(C[C@H](C3)OC)C3=CC=C(C=C3)F)=O)N3[C@H](CN(CC3)C(=O)OC(C)(C)C)C